NC1=CC=CC2=CC(=CC=C12)S(=O)(=O)O 1-aminonaphthalene-6-sulphonic acid